2-(9-phenyl-9-(pyridin-3-yl)-9H-fluoren-3-yl)-1,10-phenanthroline C1(=CC=CC=C1)C1(C2=CC=CC=C2C=2C=C(C=CC12)C1=NC2=C3N=CC=CC3=CC=C2C=C1)C=1C=NC=CC1